(5S,6R)-5-hydroxy-6-((R)-5H-imidazo[5,1-a]isoindol-5-yl)-2-azaspiro[3.3]heptan-2-carboxylate O[C@@H]1C2(CN(C2)C(=O)[O-])C[C@@H]1[C@H]1N2C(C3=CC=CC=C13)=CN=C2